hexaaminobenzen NC1=C(C(=C(C(=C1N)N)N)N)N